2-(1H-imidazol-1-yl)-N-((1r,4r)-4-(trifluoromethoxy)cyclohexyl)-5H-pyrrolo[3,2-d]pyrimidine-4-carboxamide N1(C=NC=C1)C=1N=C(C2=C(N1)C=CN2)C(=O)NC2CCC(CC2)OC(F)(F)F